C(#N)C1(COCC1)C1=CC=C(C=C1)C(C(=O)OCC)C1CCC1 1-(±)-Ethyl 2-[4-(3-cyanotetrahydrofuran-3-yl)phenyl]-2-cyclobutyl-acetate